1,4-diamino-2,3-diphenoxyanthraquinone NC1=C(C(=C(C=2C(C3=CC=CC=C3C(C12)=O)=O)N)OC1=CC=CC=C1)OC1=CC=CC=C1